O=C(C(=O)[O-])CCCC(=O)[O-] 2-Oxoadipate